1-[(2R,5R)-5-(1H-imidazol-4-yl)oxolane-2-yl]methanamine N1C=NC(=C1)[C@H]1CC[C@@H](O1)CN